(S)-N-((R or S)-(3-chloro-4-fluorophenyl)(1-(difluoromethyl)-1H-pyrazol-3-yl)methyl)-2-oxooxazolidine-5-carboxamide ClC=1C=C(C=CC1F)[C@@H](NC(=O)[C@@H]1CNC(O1)=O)C1=NN(C=C1)C(F)F |o1:8|